NC1=NC=C(C=C1C(=O)N[C@@H]1[C@H](CCC1)OCC1=CC=C(C=C1)C=1C=C2CC[C@@H](C2=CC1)N1CCN(CC1)CCO)C1=CN=CS1 2-amino-N-{(1S,2S)-2-[(4-{(1S)-1-[4-(2-hydroxyethyl)piperazin-1-yl]-2,3-dihydro-1H-inden-5-yl}phenyl)methoxy]cyclopentyl}-5-(1,3-thiazol-5-yl)pyridine-3-carboxamide